C(CCCCCCCCCCCCC)(=O)OCC(O)CO glycerol monomyristoate